tert-butyl 2-(4-(6-azidohexanoyl)piperazine-1-carbonyl)hydrazine-1-carboxylate N(=[N+]=[N-])CCCCCC(=O)N1CCN(CC1)C(=O)NNC(=O)OC(C)(C)C